3-(2-Amino-2-carboxyethyl)bicyclo[1.1.1]pentan NC(CC12CC(C1)C2)C(=O)O